3-amino-2-methyl-amino-6-methoxypyridine NC=1C(=NC(=CC1N)OC)C